C(C)(C)(C)OC(=O)N[C@H]1CN(CC1)C=1C2=CN(N=C2C(=CC1)C(=O)OC)C methyl 4-[(3R)-3-(tert-butoxycarbonylamino)pyrrolidin-1-yl]-2-methyl-indazole-7-carboxylate